N-[5-(2-Chloro-6-methyl-4-pyridyl)-4-(3-cyanophenyl)thiazol-2-yl]-1-imino-1-oxo-1,4-thiazinan-4-carboxamid ClC1=NC(=CC(=C1)C1=C(N=C(S1)NC(=O)N1CCS(CC1)(=O)=N)C1=CC(=CC=C1)C#N)C